OCC=1C=C2C(=C(C(NC2=CN1)=O)C#N)N1CCC(CC1)(C)OC 6-(hydroxymethyl)-4-(4-methoxy-4-methylpiperidin-1-yl)-2-oxo-1,2-dihydro-1,7-naphthyridine-3-carbonitrile